C(C=C)(=O)N1[C@@H](CCCC1)C=1N(C(=C(N1)C1=CC=C(C=C1)C(NC1=NC=CC(=C1)F)=O)C(=O)N)N (S)-2-(1-acryloylpiperidin-2-yl)-1-amino-4-(4-((4-fluoropyridin-2-yl)carbamoyl)phenyl)-1H-imidazole-5-carboxamide